C(C)(C)(C)C1=CC(=C(C(=C1)C)NC(=O)C=1OC2=C(C1C)C=CC=C2)C(N)=O N-(4-tert-butyl-2-carbamoyl-6-methylphenyl)-3-methyl-1-benzofuran-2-carboxamide